CC1(OB(OC1(C)C)C=1CCN(CC1)C(=O)OC(C)(C)C)C tert-butyl 4-(4,4,5,5-tetramethyl-1,3,2-dioxaborolan-2-yl)-3,6-dihydro-1(2H)-pyridinecarboxylate